1-(2-oxa-3-azabicyclo[2.2.2]oct-5-en-3-yl)ethan-1-one C12ON(C(C=C1)CC2)C(C)=O